C(C)(C)(C)OC(=O)N(C1=NN2C(CN(CCC2)C(=O)OC(C)(C)C)=C1)C tert-butyl 2-((tert-butoxycarbonyl)(methyl)amino)-7,8-dihydro-4H-pyrazolo[1,5-a][1,4]diazepine-5(6H)-carboxylate